O1C(NC2=C1C=CC(=C2)C2(NC(=NC=C2C)NC=2C=C1CN(CC1=CC2)CC)N)=O 4-(benzo[d]oxazol-2(3H)-on-5-yl)-N2-(2-ethylisoindolin-5-yl)-5-methylpyrimidine-2,4-diamine